C1OC=2C=C(C=CC2O1)C(C=O)C 3,4-methylenedioxyphenyl-propanal